2,2-bis(4-carboxyl-phenyl)hexafluoropropane C(=O)(O)C1=CC=C(C=C1)C(C(F)(F)F)(C(F)(F)F)C1=CC=C(C=C1)C(=O)O